CC1(N(C(CC1)=O)CCC(=O)OC(C)(C)C)C tert-Butyl 3-(2,2-dimethyl-5-oxopyrrolidin-1-yl)propanoate